C(CCCCCCCC(=O)O)(=O)O.CNC dimethylamine azelaate